3-Chloro-1-methyl-5-pyrazolecarboxylic acid ClC1=NN(C(=C1)C(=O)O)C